2-((2-((2,2'-dichloro-3'-(5-formyl-6-methoxypyridin-2-yl)-[1,1'-biphenyl]-3-yl)amino)-3-methylpyridin-4-yl)amino)-2-oxoacetic acid ClC1=C(C=CC=C1NC1=NC=CC(=C1C)NC(C(=O)O)=O)C1=C(C(=CC=C1)C1=NC(=C(C=C1)C=O)OC)Cl